bis(2,4-di-tertiary-butylphenyl)pentaerythritol diphosphite OP(O)OP(O)O.C(C)(C)(C)C1=C(C=CC(=C1)C(C)(C)C)C(O)(C(CO)(CO)CO)C1=C(C=C(C=C1)C(C)(C)C)C(C)(C)C